ClC1=CC=C(C(=N1)C(=O)N)O[C@H](C)C=1C=C(C=C2C(C(=C(OC12)C=1C=NN2C1OCC2)C)=O)C 6-Chloro-3-[(1R)-1-[2-(2,3-dihydropyrazolo[5,1-b]oxazol-7-yl)-3,6-dimethyl-4-oxo-chromen-8-yl]ethoxy]pyridine-2-carboxamide